triazin-4(3H)-one formate C(=O)O.N1=NNC(C=C1)=O